1-(1,4-bis(isopentyloxy)naphthalen-2-yl)-2-bromoethanone C(CC(C)C)OC1=C(C=C(C2=CC=CC=C12)OCCC(C)C)C(CBr)=O